FC(C=1N=NN(C1)C1=CC=C(C=C1)C(F)F)F 4-(difluoromethyl)-1-(4-(difluoromethyl)phenyl)-1H-1,2,3-triazole